8-((cyclopropylmethyl)(4'-methoxy-[1,1'-biphenyl]-3-yl)amino)-5-methyl-6-oxo-5,6-dihydro-1,5-naphthyridine-2-carbonitrile C1(CC1)CN(C1=CC(N(C=2C=CC(=NC12)C#N)C)=O)C=1C=C(C=CC1)C1=CC=C(C=C1)OC